2-carbonyl-1,2,3,4-tetrahydroquinoline-6-carboxylic acid C(=O)=C1NC2=CC=C(C=C2CC1)C(=O)O